8-chloro-4-(8-fluoro-2-methyl-3-quinolyl)-2,2-dimethyl-1,3-benzothiazine ClC1=CC=CC=2C(=NC(SC21)(C)C)C=2C(=NC1=C(C=CC=C1C2)F)C